BrC1C2(CC3=CC=CC=C13)OC(C(C2)=C)=O 1'-bromo-4-methylene-1',3'-dihydro-3H-spiro[furan-2,2'-indene]-5(4H)-one